[Br-].OC=1C=C(C(=O)NCCCCCC[P+](C2=CC=CC=C2)(C2=CC=CC=C2)C2=CC=CC=C2)C=CC1O 6-(3,4-dihydroxybenzamido)hexyl-triphenylphosphonium bromide